2-(3-fluoro-4-methylsulfonyl-anilino)-4-[[(1S)-2-hydroxy-1-phenyl-ethyl]amino]-pyrimidine-5-carboxylic acid FC=1C=C(NC2=NC=C(C(=N2)N[C@H](CO)C2=CC=CC=C2)C(=O)O)C=CC1S(=O)(=O)C